FC1=C(C=CC=C1OC)C1=CC=C(C=C1)CCCNC(=O)C1=CN=C(S1)C N-(3-(2'-fluoro-3'-methoxy-[1,1'-biphenyl]-4-yl)propyl)-2-methylthiazole-5-carboxamide